COC=1C=C2C(=CN(C2=CC1)CC1=NC=CC=C1)/C=C(/C(=O)[O-])\C#N (E)-3-(5-methoxy-1-(pyridin-2-ylmethyl)-1H-indol-3-yl)-2-cyanoacrylate